FC=1C=CC2=C(C3=C(SC(=C3)C3=CC=C(C=C3)F)C3=C(C2=O)C=CC(=C3)N3CCCC3)C1 5-fluoro-2-(4-fluorophenyl)-11-(pyrrolidin-1-yl)-8H-dibenzo[3,4:6,7]cyclohepta[1,2-b]thiophen-8-one